BrC(C=O)Br 2,2-dibromoacetaldehyde